C(C1=CC=CC=C1)OC(=O)N1CCC2(CC1)CN(C1=C(C=C(C=C12)F)F)S(=O)(=O)C 5,7-difluoro-1-(methylsulfonyl)spiro[indoline-3,4'-piperidine]-1'-carboxylic acid benzyl ester